5-Formyl-2,4-dimethyl-1H-pyrrole-3-carboxylic acid ethyl ester C(C)OC(=O)C1=C(NC(=C1C)C=O)C